FC(C(=O)O)(F)F.FC(C(=O)O)(F)F.OC(C(=O)N)C(=O)N 2-hydroxymalonamide bis(2,2,2-trifluoroacetate)